methoxy(ethyl)oxyacetic acid COC(C(=O)O)OCC